N-(3-(oxazolo[4,5-b]pyridin-2-yl)phenyl)butyramide O1C(=NC2=NC=CC=C21)C=2C=C(C=CC2)NC(CCC)=O